C(CCCCCCCCCCC)(=O)OCN1C(N(C(C[C@]1(C1=CC2=C(SC3=C2C=C(C=C3)C#CC)C=C1)C)=O)C)=N (S)-(2-Imino-3,6-dimethyl-4-oxo-6-(8-(prop-1-yn-1-yl)dibenzo[b,d]thiophen-2-yl)tetrahydropyrimidin-1(2H)-yl)methyl dodecanoate